FC(C)(F)C1(C(N2N(C1)CCC2C=2C=C(C#N)C=C(C2)F)=O)C 3-[6-(1,1-difluoroethyl)-6-methyl-5-oxo-1,2,3,7-tetrahydropyrazolo[1,2-a]pyrazol-3-yl]-5-fluoro-benzonitrile